1-(6-bromo-1,8-naphthyridin-2-yl)-N-tert-butylpyrrolidin-3-amine BrC=1C=C2C=CC(=NC2=NC1)N1CC(CC1)NC(C)(C)C